5-fluoro-N-(4-isopropyl-1H-pyrazol-5-yl)pyridine-3-carboxamidine FC=1C=C(C=NC1)C(=N)NC1=C(C=NN1)C(C)C